C(C1=CC=CC=C1)OC=1C=C2C=CC(=C(C2=CC1)OC1=CC=C(C=C1)OCCOCC(OCC)OCC)C1=CC=C(C=C1)S(=O)(=O)C 6-(benzyloxy)-1-(4-(2-(2,2-diethoxyethoxy)ethoxy)phenoxy)-2-(4-(methyl-Sulfonyl)phenyl)naphthalene